BrC=1C(=C(C=NC1)[C@@H](C)N[S@](=O)C(C)(C)C)C |o1:7| (R)-2-methyl-propane-2-sulfinic acid [(R or S)-1-(5-bromo-4-methyl-pyridin-3-yl)-ethyl]-amide